FC1=CC=C(C(=C1C=O)C)[N+](=O)[O-] 6-fluoro-2-methyl-3-nitro-benzaldehyde